1-(quinolin-6-yl)ethylamine N1=CC=CC2=CC(=CC=C12)C(C)N